C(C)OC(=O)C1CCN(CC1)C=1N=NC(=CC1)C(NC1CCC(CC1)N(C)C1=CC(=C(C=C1)C#N)Cl)=O.C(C=C)(=O)OCCC[Si](OC)(OC)C acryloxypropyl-methyl-dimethoxy-silane Ethyl-1-(6-(((1r,4r)-4-((3-chloro-4-cyanophenyl)(methyl)amino)cyclohexyl)carbamoyl)-pyridazin-3-yl)piperidine-4-carboxylate